4-((2S,3S)-3-((3,5-bis(trifluoromethyl)benzyl)oxy)piperidin-2-yl)-2-iodophenol FC(C=1C=C(CO[C@@H]2[C@@H](NCCC2)C2=CC(=C(C=C2)O)I)C=C(C1)C(F)(F)F)(F)F